N[C@H]1[C@H]2CC[C@@H](C1)N2C=2N(C(C1=C(N2)NC=C1C1=CC2=C(N(N=C2C=C1)C)Cl)=O)C 2-((1R,2R,4S)-2-amino-7-aza-bicyclo[2.2.1]heptan-7-yl)-5-(3-chloro-2-methyl-2H-indazol-5-yl)-3-methyl-3,7-dihydro-4H-pyrrolo[2,3-d]pyrimidin-4-one